N1(CCOCC1)C(=O)C=1C=C2C(=CC(=NC2=CC1)C=O)C=1C=C2CCNC(C2=CC1)=O 6-(morpholine-4-carbonyl)-4-(1-oxo-1,2,3,4-tetrahydroisoquinolin-6-yl)quinoline-2-carbaldehyde